methyl (4E)-4-[3-(3-chlorophenyl)prop-2-yn-1-ylidene]-3,3-dimethylpiperidine-1-carboxylate ClC=1C=C(C=CC1)C#C\C=C/1\C(CN(CC1)C(=O)OC)(C)C